CC(CO)C(C1=CC=CC=C1)C=1N(C2=CC=CC=C2C1)C 2-methyl-3-(1-methylindolyl)-3-phenyl-1-propanol